3-(4-{2-[(4-{[6-(5-chloro-2-fluorophenyl)pyridazin-4-yl]amino}quinolin-7-yl)oxy]ethyl}piperazin-1-yl)pentane-1,5-diol ClC=1C=CC(=C(C1)C1=CC(=CN=N1)NC1=CC=NC2=CC(=CC=C12)OCCN1CCN(CC1)C(CCO)CCO)F